C(C)OC[C@]1(CN(CC1)CC=1C(=NC=CC1)C(=O)N)CCC1=CC=C(C=C1)F |o1:4| (R or S)-3-((3-(ethoxymethyl)-3-(4-fluorophenethyl)pyrrolidin-1-yl)methyl)picolinamide